C[C@@H]1O[C@@H](CN(C1)C1=CC=CC(=N1)C=1N=C(SC1)NC([C@H](C([2H])([2H])OC([2H])([2H])[2H])NC(=O)C1=CN(C=C1)S(=O)(=O)C)=O)C N-((S)-1-((4-(6-(cis-2,6-dimethylmorpholino)pyridin-2-yl)thiazol-2-yl)amino)-3-(methoxy-d3)-1-oxopropan-2-yl-3,3-d2)-1-(methylsulfonyl)-1H-pyrrole-3-carboxamide